C1C(=CC2=CC=CC=C12)C1(C(=CC=CC1)C1=CC=CC=C1)C=1CC2=CC=CC=C2C1 2,2-bis(2-indenyl)biphenyl